N1N=NN=C1/C=C/CN1C(N(C2=NC(=NC=C12)N)[C@@H]1O[C@@H](C[C@H]1O)CO)=O 7-((E)-3-(1H-Tetrazol-5-yl)allyl)-2-amino-9-((2R,3R,5S)-3-hydroxy-5-(hydroxymethyl)tetrahydrofuran-2-yl)-7,9-dihydro-8H-purin-8-one